COC(=O)C=1C=2NC(C(NC2C=CC1)(C)C)=O.ClC1=C(NC2=NOC3=C2C=C(C=C3)C(OC)OC)C=CC=C1C1=CC3=C(OCCO3)C=C1 3-(2-Chloro-3-(1,4-benzodioxan-6-yl)anilino)-5-dimethoxymethyl-benzisoxazole methyl-2,2-dimethyl-3-oxo-1,2,3,4-tetrahydroquinoxaline-5-carboxylate